iodo-7-methoxy-6-(oxetan-3-yl)imidazo[1,2-b]pyridazine IC=1N=C2N(N=C(C(=C2)OC)C2COC2)C1